3-bromo-2-deuteroquinoline BrC=1C(=NC2=CC=CC=C2C1)[2H]